C1(=CC(=CC=C1)C[C@H]1[C@H](CCC2=CN(N=C12)C(C)C)NS(=O)(=O)C)C1=CC=CC=C1 |r| rac-N-[(6S,7S)-7-[([1,1'-biphenyl]-3-yl)methyl]-2-(propan-2-yl)-4,5,6,7-tetrahydro-2H-indazol-6-yl]methanesulfonamide